4-(8-iodochroman-4-yl)-1H-imidazole IC=1C=CC=C2C(CCOC12)C=1N=CNC1